methoxyethylthymidine-3'-phosphate P(=O)(O)(O)O[C@H]1C[C@@](O[C@@H]1CO)(N1C(=O)NC(=O)C(C)=C1)CCOC